SCCC[Si](OC)(OC)C gamma-mercaptopropyl-methyl-dimethoxysilane